N-[1-(fluoromethyl)cyclopropyl]pyrrolidin-3-amine FCC1(CC1)NC1CNCC1